N=1C=NN2C1C=C(C=C2)C2=CC=C(C=C2)CC(=O)N 2-[4-([1,2,4]triazolo[1,5-a]pyridin-7-yl)phenyl]acetamide